CC=1N(C(=CC1)C)C1CCC(CC1)OCC1=CC=C(CNC(OC(C)(C)C)=O)C=C1 tert-butyl (4-((((1r,4r)-4-(2,5-dimethyl-1H-pyrrol-1-yl)cyclohexyl)oxy)methyl)benzyl)carbamate